C1(CCCCC1)NC1=C(C=C(C=C1)S(=O)(=O)NC)C(=O)NN 4-(cyclohexylamino)-3-(hydrazinocarbonyl)-N-methyl-benzenesulfonamide